CC12CCC(CC1)C2 Methyl-bicyclo[2.2.1]-Heptane